N-(1-(3,3-difluorocyclopentyl)-2-oxo-1,2-dihydropyridin-3-yl)-2-fluoro-4-nitro-6-(6-azaspiro[2.5]octan-6-yl)benzamide FC1(CC(CC1)N1C(C(=CC=C1)NC(C1=C(C=C(C=C1N1CCC2(CC2)CC1)[N+](=O)[O-])F)=O)=O)F